N(=[N+]=[N-])CCOCCOCCOCCOC[C@@H]1NCC2=CC=C(C=C2C1)OC (3R)-3-[2-[2-[2-(2-azidoethoxy)ethoxy]ethoxy]ethoxymethyl]-6-methoxy-1,2,3,4-tetrahydroisoquinoline